C1=CC=CC=2C3=C(NC4=C(C21)C=CC=C4)C(=CC=C3)N 9H-tribenzo[b,d,f]azepine-8-amine